OC1OC2=C(OC1)C=CC=C2N2CCN(CC2)C 3-Hydroxy-5-(4-methylpiperazin-1-yl)-2,3-dihydro-1,4-benzodioxine